8-methyl-9H-purine-2,6-diol CC=1NC2=NC(=NC(=C2N1)O)O